FC1=C(C=C(C=C1)N1N=CC2=CC(=CC=C12)C1=CC(=CC=C1)O)O 2-Fluoro-5-(5-(3-hydroxyphenyl)-1H-indazol-1-yl)phenol